ICC(=O)NC1=CC(=CC=C1)C(C[N+](=O)[O-])C1=C(NC2=CC=CC=C12)C1=CC=CC=C1 2-iodo-N-(3-(2-nitro-1-(2-phenyl-1H-indol-3-yl)ethyl)phenyl)acetamide